[C@H]12CC(C[C@@H]2C1)OC1=NC(=NC=C1C(=O)N[C@H](\C=C\S(=O)(=O)C)C1CC1)C(C)(C)C 4-(((1R,3S,5S)-bicyclo[3.1.0]hexane-3-yl)oxy)-2-(tert-butyl)-N-((S,E)-1-cyclopropyl-3-(methylsulfonyl)allyl)pyrimidine-5-carboxamide